N-(4-(4-(2-(methylamino)-2-oxoethyl)phenyl)-1H-pyrrolo[2,3-b]pyridin-6-yl)cyclopropylcarboxamide CNC(CC1=CC=C(C=C1)C1=C2C(=NC(=C1)NC(=O)C1CC1)NC=C2)=O